NC1=CC=C(C(=O)OCC(C)OC(C2=CC=C(C=C2)N)=O)C=C1 propylene glycol e-bis(p-aminobenzoate)